Cl.NC(C#CC=1C=C(C=CC1)NC(C[C@H]1C=2N(C3=C(C(=N1)C1=CC=C(C=C1)Cl)C(=C(S3)C)C)C(=NN2)C)=O)CO N-(3-(3-amino-4-hydroxybut-1-yn-1-yl)phenyl)-2-((S)-4-(4-chlorophenyl)-2,3,9-trimethyl-6H-thieno[3,2-f][1,2,4]triazolo[4,3-a][1,4]diazepin-6-yl)acetamide hydrochloride